methyl 2-(4-((4-(2-(2-aminopyridin-3-yl)-5-phenyl-3H-imidazo[4,5-b]pyridin-3-yl)benzyl)carbamoyl)phenyl)acetate NC1=NC=CC=C1C1=NC=2C(=NC(=CC2)C2=CC=CC=C2)N1C1=CC=C(CNC(=O)C2=CC=C(C=C2)CC(=O)OC)C=C1